ClC1=C(COCCOCCCCCCN)C(=CC=C1)Cl (6-{2-[(2,6-dichlorobenzyl)oxy]-ethoxy}hexyl)ammonia